(Z)-1-(4-bromobenzyl)-3-((3,5-dimethyl-1H-pyrrol-2-yl)methylene)-5-nitro-2-indolone BrC1=CC=C(CN2C(\C(\C3=CC(=CC=C23)[N+](=O)[O-])=C/C=2NC(=CC2C)C)=O)C=C1